N-(4-amino-3,4-dioxo-1-phenylbutan-2-yl)-1-methyl-3-(2-methylfuran-3-yl)-1H-pyrazole-4-carboxamide NC(C(C(CC1=CC=CC=C1)NC(=O)C=1C(=NN(C1)C)C1=C(OC=C1)C)=O)=O